2,5-dichlorofuran ClC=1OC(=CC1)Cl